1-[2-[[tert-butyl(dimethyl)silyl]oxymethyl]-2,3-dihydrobenzofuran-5-yl]pyrazol-3-amine [Si](C)(C)(C(C)(C)C)OCC1OC2=C(C1)C=C(C=C2)N2N=C(C=C2)N